N1C[C@@H](CC1)N (3R)-pyrrolidin-3-amine